ClC=1C=CC(=C(C1)NC(=O)NC1CN(C(C1)=O)C1=CC=C(C=C1)Cl)C 1-(5-chloro-2-methylphenyl)-3-[1-(4-chlorophenyl)-5-oxopyrrolidin-3-yl]urea